(2R,3S,4R,5R)-5-(4-butyramidopyrrolo[2,1-f][1,2,4]triazin-7-yl)-5-cyano-2-((2-cyclohexylacetoxy)methyl)-4-hydroxytetrahydrofuran-3-yl (tert-butoxycarbonyl)-L-valinate C(C)(C)(C)OC(=O)N[C@@H](C(C)C)C(=O)O[C@@H]1[C@H](O[C@@]([C@@H]1O)(C#N)C1=CC=C2C(=NC=NN21)NC(CCC)=O)COC(CC2CCCCC2)=O